OCC1N(CCC1)C(=O)O (hydroxymethyl)pyrrolidine-1-carboxylic acid